ClC=1C=C(C=CC1C)NC=1OC(=CN1)C=1C=C2CN(C(C2=CC1)=O)C1C(NC(CC1)=O)=O 3-(5-(2-((3-CHLORO-4-METHYLPHENYL)AMINO)OXAZOL-5-YL)-1-OXOISOINDOLIN-2-YL)PIPERIDINE-2,6-DIONE